ClC1=C(C=C(C=2C3=C(NC12)C(CNC([C@@H]3C)=O)(C)C)NC(CO)=O)Cl |r| racemic-N-(7,8-dichloro-1,5,5-trimethyl-2-oxo-1,2,3,4,5,6-hexahydroazepino[4,5-b]indol-10-yl)-2-hydroxyacetamide